CN([C@H]1CCCC=2C=CC(=NC12)NC=1C=CC(=C2CNC(C12)=O)C1=CN=C2N1C=CC(=C2)F)C (S)-7-((8-(dimethylamino)-5,6,7,8-tetrahydroquinolin-2-yl)amino)-4-(7-fluoro-imidazo[1,2-a]pyridin-3-yl)isoindolin-1-one